CN1C(=CC=2C=NC(=CC21)NC(C(C)C)=O)C2=NC=NC(=C2)C N-(1-methyl-2-(6-methylpyrimidin-4-yl)-1H-pyrrolo[3,2-c]pyridin-6-yl)isobutyramide